C(CCCCCCCCCCC)N1CN(C=C1)CC 1-dodecyl-3-ethylimidazole